COC=1C=C(C=CC1)[C@@H]1N(CC[C@H]1CC(C1=CC=CC=C1)=O)C1=CC=C(C=C1)OC (2R,3S)-2-(3-methoxyphenyl)-1-(4-methoxyphenyl)-3-(2-oxo-2-phenylethyl)pyrrolidine